C(C)(C)(C)C1(CC=C(C=C1)O)C 4-tert-butyl-4-cresol